dimethylhexane-1,2-diamine CC(C(CCCC)N)(N)C